ClC1=CC=C(C=N1)CN(C(OC(C)(C)C)=O)CC1CCC1 tert-butyl N-[(6-chloro-3-pyridyl)methyl]-N-(cyclobutylmethyl)carbamate